bis-(3-dimethylaminopropyl)amine CN(CCCNCCCN(C)C)C